C(C)(C)N1C(=NNC1S(=O)(=O)O)CCNC(=O)NC1=CC=NC=C1 1-(2-(4-isopropyl-5-sulfo-4,5-dihydro-1H-1,2,4-triazole-3-yl)ethyl)-3-(pyridine-4-yl)urea